6-(heptyloxy)-N-(4-nitrophenyl)-N-phenylnaphthalen-2-amine C(CCCCCC)OC=1C=C2C=CC(=CC2=CC1)N(C1=CC=CC=C1)C1=CC=C(C=C1)[N+](=O)[O-]